2,5-difluoro-1-oxo-pyridin-1-ium FC1[N+](C=C(C=C1)F)=O